4-(1-(6-(difluoromethyl)pyridin-3-yl)cyclopropyl)-3-methyl-N-(1-(1-(triphenylmethyl)-1H-1,2,4-triazol-3-yl)ethyl)-1H-pyrrole-2-carboxamide FC(C1=CC=C(C=N1)C1(CC1)C=1C(=C(NC1)C(=O)NC(C)C1=NN(C=N1)C(C1=CC=CC=C1)(C1=CC=CC=C1)C1=CC=CC=C1)C)F